(4-Fluoro-7-phenylpyrazolo[1,5-a]pyridin-3-yl)(3-((o-tolyloxy)methyl)piperidin-1-yl)methanone FC=1C=2N(C(=CC1)C1=CC=CC=C1)N=CC2C(=O)N2CC(CCC2)COC2=C(C=CC=C2)C